CN(CCCCCNC(C1=CN=C(C=C1)[123I])=O)C N-(5-(dimethylamino)pentyl)-6-[123I]iodonicotinamide